FC(S(=O)(=O)NC1=C(C=CC=C1)C1=CC=C2[C@@H]([C@H](COC2=C1)CC1=CC(=NN1C)C1=CC=CC=C1)O)(F)F 1,1,1-Trifluoro-N-(2-((3S,4R)-4-hydroxy-3-((1-methyl-3-phenyl-1H-pyrazol-5-yl)methyl)chroman-7-yl)phenyl)methanesulfonamide